FC(C(=O)O)(F)F.FC=1C(=NC(=CC1)C)S(=O)(=O)NC1=NOC=C1 3-fluoro-N-(isoxazol-3-yl)-6-methylpyridine-2-sulfonamide trifluoroacetate salt